COC1=CC=CC=2N=C(C3=C(CC21)C=CC=C3)C3=CC=CC=C3 1-Methoxy-6-phenyl-11H-dibenzo[b,e]azepine